CN(C1=NC(=CC2=CC=CC=C12)C1=CC=C(C=C1)Cl)C N,N-dimethyl-3-(p-chlorophenyl)isoquinolin-1-amine